O([C@H]1[C@H](O)[C@@H](O)[C@H](O)[C@H](O1)CO)[C@H]1[C@H](O)[C@H](O)[C@@H](O1)[C@@H](O)C O-alpha-L-rhamnofuranosyl-(1-4) beta-D-glucopyranoside